tert-butyl 6-bromo-8-fluoro-3,4-dihydroisoquinoline-2(1H)-carboxylate BrC=1C=C2CCN(CC2=C(C1)F)C(=O)OC(C)(C)C